ClC=1C(=C(C=CC1F)[C@@H](NC(=O)[C@H]1NC(NC1)=O)[C@@H]1N(CCCC1)CC(F)(F)F)F |o1:8,18| (S)-N-((R or S)-(3-chloro-2,4-difluorophenyl)((R or S)-1-(2,2,2-trifluoroethyl)piperidin-2-yl)methyl)-2-oxoimidazolidine-4-carboxamide